(S)- and (R)-4-(2-((2-oxo-1-phenyl-2-(6-(pyrrolidin-1-yl)-1H-indol-3-yl)eth-yl)amino)ethyl)benzonitrile O=C([C@H](C1=CC=CC=C1)NCCC1=CC=C(C#N)C=C1)C1=CNC2=CC(=CC=C12)N1CCCC1 |r|